C(#N)C1=NC=C(C=C1N1CCN(CC1)C(=O)OC(C)(C)C)B1OC(C(O1)(C)C)(C)C tert-butyl 4-(2-cyano-5-(4,4,5,5-tetramethyl-1,3,2-dioxaborolan-2-yl)pyridin-3-yl)piperazine-1-carboxylate